(2R,3S,4S,5R,6S)-4,5-bis(benzyloxy)-6-methoxy-2-(tributylstannyl)tetrahydro-2H-pyran-3-ol Methyl-(4-(4-((tert-butoxycarbonyl)amino)phenyl)thiazole-2-carbonyl)-L-serinate CN([C@@H](CO)C(=O)O[C@@H]1[C@H](O[C@@H]([C@@H]([C@@H]1OCC1=CC=CC=C1)OCC1=CC=CC=C1)OC)[Sn](CCCC)(CCCC)CCCC)C(=O)C=1SC=C(N1)C1=CC=C(C=C1)NC(=O)OC(C)(C)C